ClC=1C=C(C=NC1C1=NOC(=N1)CCCCCN1CCN(CC1)C=1C=C2CN(C(C2=CC1)=O)C1C(NC(CC1)=O)=O)NC(=O)NC=1C=NC=2N(C1C1CCCCC1)N=CC2 1-[5-chloro-6-[5-[5-[4-[2-(2,6-dioxo-3-piperidyl)-1-oxo-isoindolin-5-yl]piperazin-1-yl]pentyl]-1,2,4-oxadiazol-3-yl]-3-pyridyl]-3-(7-cyclohexylpyrazolo[1,5-a]pyrimidin-6-yl)urea